(E)-5-(methylthio)benzene CSC=1C=CC=CC1